2,3,4,5,6,10b,11,12-octahydro-3,3-dimethyl-spiro[4b-aza-chrysen-12,2'-[1,3]dithiolane]-1-one CC1(CC(C2=C(C1)N1CCC3=CC=CC=C3C1CC21SCCS1)=O)C